(3S,4R)-3-ALLYLTETRAHYDRO-2H-PYRAN-4-YL METHANESULFONATE CS(=O)(=O)O[C@H]1[C@H](COCC1)CC=C